tert-Butyl 3-{[(2-aminopyridin-4-yl)oxy]methyl}azetidine-1-carboxylate NC1=NC=CC(=C1)OCC1CN(C1)C(=O)OC(C)(C)C